C(C)(C)(C)OC(=O)N1[C@@H](CCC1C1=CC=CC=C1)C(=O)O (S)-1-(tert-butoxycarbonyl)-5-phenylpyrrolidine-2-carboxylic acid